C(CCCCCCCCCCC)(=O)C1=C(C=CC=C1)N=NC1=CC=CC=C1 2-dodecanoyl-azobenzene